C(CCCCCCCCCC)NC1C(CCCC1)N N-undecylcyclohexane-1,2-diamine